2-(4,4-dimethylpiperidin-1-yl)-6-fluoro-8-(1-hydroxyethyl)-3-methylquinazolin-4(3H)-one CC1(CCN(CC1)C1=NC2=C(C=C(C=C2C(N1C)=O)F)C(C)O)C